4-(cyclopropoxy)-3-nitro-pyridine C1(CC1)OC1=C(C=NC=C1)[N+](=O)[O-]